C(=C)OC(\C=C\C)=O.NC1=NC=CC(=C1)C=1C=C2C=CN(C(C2=CC1)=O)CC=1C=C(C(=O)NC2=NOC=C2)C=C(C1)F 3-((6-(2-aminopyridin-4-yl)-1-oxoisoquinolin-2(1H)-yl)methyl)-5-fluoro-N-(isoxazol-3-yl)benzamide Vinylcrotonat